3,9-dimethyl-1,4-dioxaspiro[4.5]decan-2-on CC1C(OC2(O1)CCCC(C2)C)=O